(4-(1-methylcyclopropyl)phenyl)(4-methylenepiperidin-1-yl)methanone CC1(CC1)C1=CC=C(C=C1)C(=O)N1CCC(CC1)=C